C(C)OC(=O)C=1N=CNC1 1H-imidazole-4-carboxylic acid ethyl ester